(R)-2-fluoro-3-(5-methylthiazole-2-yl)-5-((tetrahydrofuran-3-yl)oxy)benzoic acid methyl ester COC(C1=C(C(=CC(=C1)O[C@H]1COCC1)C=1SC(=CN1)C)F)=O